PYRAZINE-2-CARBALDEHYDE N1=C(C=NC=C1)C=O